2-phenyl-2-oxoacetic acid C1(=CC=CC=C1)C(C(=O)O)=O